C(CCC)OCC=O 2-BUTOXYACETALDEHYDE